norbornenediene C12=CC=C(C=C1)C2